3-(piperazin-1-yl)-6-(pyridin-3-yl)pyrazolo[1,5-a]pyridine N1(CCNCC1)C=1C=NN2C1C=CC(=C2)C=2C=NC=CC2